2,6-dimethylocta-1,3,7-triene CC(=C)C=CCC(C=C)C